3-(3-(3-chloro-4-methylphenyl)ureido)-3-(3-((1-(2,6-dioxopiperidin-3-yl)-2,5-dioxo-2,5-dihydro-1H-pyrrol-3-yl)amino)phenyl)-N,N-dimethylpropionamide ClC=1C=C(C=CC1C)NC(NC(CC(=O)N(C)C)C1=CC(=CC=C1)NC=1C(N(C(C1)=O)C1C(NC(CC1)=O)=O)=O)=O